C1(CCCC1)C1=CC(=NN1)NC1=NC(=NC(=C1)C=1OC=CC1)C N-(5-cyclopentyl-1H-pyrazol-3-yl)-6-(furan-2-yl)-2-methylpyrimidin-4-amine